C1(=CC=CC=C1)C1=NN(N=C1)C1OCCC1 4-phenyl-2-(tetrahydrofuran-2-yl)-2H-1,2,3-triazole